8-[(2S,5R)-2-Ethyl-4-[1-(4-fluorophenyl)ethyl]-5-methylpiperazin-1-yl]-5-methyl-6-oxo-5,6-dihydro-1,5-naphthyridin-2-carbonitril C(C)[C@@H]1N(C[C@H](N(C1)C(C)C1=CC=C(C=C1)F)C)C1=CC(N(C=2C=CC(=NC12)C#N)C)=O